Azetidin-1-yl-5-bromo-4-cyclobutanoxy-6-methylpyrimidine N1(CCC1)C1=NC(=C(C(=N1)OC1CCC1)Br)C